ClC1=C(C=CC=C1F)N1N=CC(=C1C(F)(F)F)C(=O)NC=1C=NC(=C(C1)C#N)N1N=CC=N1 1-(2-chloro-3-fluorophenyl)-N-(5-cyano-6-(2H-1,2,3-triazol-2-yl)pyridin-3-yl)-5-(trifluoromethyl)-1H-pyrazole-4-carboxamide